C(C1=CC=CC=C1)OC(=O)NC1CCN(CC1)CCCN(C)CC1CCN(CC1)C(=O)OC(C)(C)C tert-butyl 4-[[3-[4-(benzyloxycarbonylamino)-1-piperidyl]propyl-methyl-amino]methyl]piperidine-1-carboxylate